C(C)(=O)N1[C@H]([C@@H]([C@H](C2=CC(=CC=C12)OC1CCOCC1)NC(OCC1=CC=CC=C1)=O)C)C1CC1 |r| rac-benzyl ((2S,3R,4R)-1-acetyl-2-cyclopropyl-3-methyl-6-((tetrahydro-2H-pyran-4-yl)oxy)-1,2,3,4-tetrahydroquinolin-4-yl)carbamate